OC=1C(C(OC1C)C)=O 4-hydroxy-2,5-dimethyl-3(2H)furanone